CCCCCCCCCCCCCCCCC(=O)OC[C@H](COP(=O)(O)OC[C@@H](C(=O)O)N)OC(=O)CCCCCC/C=C\C/C=C\C/C=C\CCCCC 1-heptadecanoyl-2-(8Z,11Z,14Z-eicosatrienoyl)-glycero-3-phosphoserine